FC=1C(=CC(=C(C1)N1C(C=CC2=CC(=CC=C12)S(=O)(=O)N(CC1=CC=C(C=C1)OC)C1=NOC=C1)=O)OC)C=C (P)-1-(5-fluoro-2-methoxy-4-vinylphenyl)-N-(isoxazol-3-yl)-N-(4-methoxybenzyl)-2-oxo-1,2-dihydroquinoline-6-sulfonamide